4-(8-(tert-butyl)-6-(4-chlorophenyl)imidazo[1,5-a]pyrimidine-2-carbonyl)-3,3-dimethylpiperazin C(C)(C)(C)C=1N=C(N2C1N=C(C=C2)C(=O)N2C(CNCC2)(C)C)C2=CC=C(C=C2)Cl